C(C)N(CCC1=CC=CC2=CC=C(C=C12)OC)CC N,N-diethyl-2-(7-methoxynaphthalen-1-yl)ethan-1-amine